N1(CCC1)CC[C@@H](C(=O)O)CC (S)-2-(azetidin-1-yl-ethyl)butanoic acid